OC=1C=C2CCC(C(C2=CC1)C1=CC=C(C=C1)N1CCN(CC1)CC1(CCCCC1)C=O)C1=CC=C(C=C1)C(F)(F)F (4-(4-(6-hydroxy-2-(4-(trifluoromethyl)phenyl)-1,2,3,4-tetrahydronaphthalen-1-yl)phenyl)piperazin-1-ylmethyl)cyclohexane-1-carbaldehyde